C(CCCCCCCCCCCCCCC)C=1[NH+]=CNC1CCCCCCCCCCCCCCCC 4,5-dihexadecylimidazolium